OC1C(C2(CC1C)CCN(CC2)C(=O)OC(C)(C)C)C(=O)OC 8-(tert-butyl) 1-methyl 2-hydroxy-3-methyl-8-azaspiro[4.5]decane-1,8-dicarboxylate